IC1=C2C(=CNC2=NC=C1)C=O 4-IODO-7-AZAINDOLE-3-CARBALDEHYDE